ClC1=CN=CC(=N1)N1[C@@H]2C[C@]2(CC1)C (1R,3S,5R)-N-(6-chloropyrazin-2-yl)-5-methyl-2-azabicyclo[3.1.0]hexane